C(C)(=O)[O-].[Na+].O(C(=S)S)C(C)C isopropyl xanthate sodium acetate